ClC1=NC=C2C=CC(=NC2=C1)S(=O)(=O)N1CCN(CC1)C(=O)OC(C)(C)C tert-butyl 4-(7-chloro-1,6-naphthyridin-2-ylsulfonyl)piperazine-1-carboxylate